CC=1OCC2=C(N1)C=CC=C2 2-methyl-4H-benzo[d][1,3]oxazine